6-[5-chloro-2-(1,2,3-thiadiazol-4-yl)phenyl]pyrimidin-4-ol ClC=1C=CC(=C(C1)C1=CC(=NC=N1)O)C=1N=NSC1